[Cl-].[Cl-].[Cl-].[Cl-].C1(=CC=CC=C1)CC1=CC=CC=C1 diphenyl-methane tetrachloride